BrC1=CC2=C(OC3(CCN(CC3)C(=O)OCC)O2)C=C1 ethyl 5-bromospiro[benzo[d][1,3]dioxole-2,4'-piperidine]-1'-carboxylate